C1(=CC=CC=C1)N=C(NC1=NC(=CC(=N1)C)C)N 2-phenyl-guanidino-4,6-dimethyl-pyrimidine